7-[(1,3-Dimethylpyrazolo[3,4-b]pyridin-5-yl)amino]-2-[2-oxo-2-[(2S)-(trifluoromethyl)pyrrolidin-1-yl]ethyl]isoindolin-1-one CN1N=C(C=2C1=NC=C(C2)NC=2C=CC=C1CN(C(C21)=O)CC(N2[C@@H](CCC2)C(F)(F)F)=O)C